N[C@@H]1[C@@H](OCC12CCN(CC2)C=2C(=NC(=C(N2)C)SC2=C(C(=NC=C2)OC2COC2)Cl)CO)C {3-[(3S,4S)-4-amino-3-methyl-2-oxa-8-azaspiro[4.5]decan-8-yl]-6-{[3-chloro-2-(oxetan-3-yloxy)pyridin-4-yl]mercapto}-5-methylpyrazin-2-yl}methanol